O1C[C@H](CC1)OC=1C=CC2=C(N=C(O2)C2=CC(=NC=C2)C=O)C1 (4-(5-(((S)-tetrahydrofuran-3-yl)oxy)benzo[d]oxazol-2-yl)pyridin-2-yl)methanone